[O-2].[Mn+6].[O-2].[O-2] manganese(VI) oxide